(R)-tert-butyl 3-(((2S,3R,4R,5S)-3,4,5-tris(benzyloxy)-2-((benzyloxy)methyl) piperidin-1-yl)methyl)piperidine-1-carboxylate C(C1=CC=CC=C1)O[C@@H]1[C@@H](N(C[C@@H]([C@H]1OCC1=CC=CC=C1)OCC1=CC=CC=C1)C[C@@H]1CN(CCC1)C(=O)OC(C)(C)C)COCC1=CC=CC=C1